FC(CN1N=CC=2C1=NC(=NC2)N2C(C1(CN(C1)C1=CC(=NC=C1)C(F)(F)F)CC2)=O)F 6-(1-(2,2-difluoroethyl)-1H-pyrazolo[3,4-d]pyrimidin-6-yl)-2-(2-(trifluoromethyl)pyridin-4-yl)-2,6-diazaspiro[3.4]octan-5-one